N-[6-(2,2-difluoroethoxy)-5-fluoro-2-methoxypyridin-3-yl]-5-phenyl-1H-pyrrole-3-sulfonamide FC(COC1=C(C=C(C(=N1)OC)NS(=O)(=O)C1=CNC(=C1)C1=CC=CC=C1)F)F